FC1=CC(=CC=C1CSC=1N=CCN1)F 6-fluoro-2-((4-fluorobenzyl)thio)-4H-imidazole